BrC1(CC=CC=2C3=CC=CC=C3C=CC12)Br di-bromodihydrophenanthrene